[Na].C(#N)C1=NC=CC(=C1)C=1C(=C2CCCC2=CC1)NC(=O)NS(=O)(=O)C1=CN(C(C=C1)=O)C(C)C N-((5-(2-Cyanopyridin-4-yl)-2,3-dihydro-1H-inden-4-yl)carbamoyl)-1-isopropyl-6-oxo-1,6-dihydropyridine-3-sulfonamide, Sodium Salt